C(C)N(CNCN(CC)CC)CC 1,3-bis(diethylamino)-2-aza-propane